C(C)(CC)P([O-])(=O)C(C)CC.C(C)(CC)P([O-])(=O)C(C)CC.C(C)(CC)P([O-])(=O)C(C)CC.[Al+3] aluminum tris(di-sec-butylphosphinate)